2-((4-isobutylphenyl)amino)pyrimidine-5-carboxylic acid C(C(C)C)C1=CC=C(C=C1)NC1=NC=C(C=N1)C(=O)O